tert-butyl 7-hydroxy-1-methyl-3,8-diazabicyclo[3.2.1]octane-8-carboxylate OC1CC2CNCC1(N2C(=O)OC(C)(C)C)C